(E)-1-(4-(4-((4-([1,2,4]triazolo[1,5-a]pyridin-7-yloxy)-3-methylphenyl)amino)pyrrolo[2,1-f][1,2,4]triazin-5-yl)-4-fluoropiperidin-1-yl)-4-(dimethylamino)but-2-en-1-one N=1C=NN2C1C=C(C=C2)OC2=C(C=C(C=C2)NC2=NC=NN1C2=C(C=C1)C1(CCN(CC1)C(\C=C\CN(C)C)=O)F)C